SCCC(=O)OCC(COC(CCS)=O)(COCC(COC(CCS)=O)(COC(CCS)=O)COC(CCS)=O)COC(CCS)=O dipentaerythritol hexakis(3-mercaptopropionate)